2-(4-fluorophenoxy)-N-((3s,6s)-4-methoxy-6-(5-(3-cis-(trifluoromethoxy)cyclobutyl)-1,3,4-oxadiazol-2-yl)tetrahydro-2H-pyran-3-yl)acetamide FC1=CC=C(OCC(=O)N[C@H]2CO[C@@H](CC2OC)C=2OC(=NN2)C2(CCC2)OC(F)(F)F)C=C1